(R)-N-(4-cyclobutyl-1-methyl-5-(4-(trifluoromethoxy)benzyl)-1H-pyrazol-3-yl)-2-(2,2,3,3-tetrafluorocyclobutyl)acetamide C1(CCC1)C=1C(=NN(C1CC1=CC=C(C=C1)OC(F)(F)F)C)NC(C[C@H]1C(C(C1)(F)F)(F)F)=O